Dibenzyl Cyclobutane-1,1-Dicarboxylate C1(CCC1)(C(=O)OCC1=CC=CC=C1)C(=O)OCC1=CC=CC=C1